1-[(12aR)-10-chloro-9-(2-chloro-6-hydroxyphenyl)-7,8-difluoro-3,4,12,12a-tetrahydro-6H-pyrazino[2,1-c][1,4]benzooxazepin-2(1H)-yl]prop-2-en-1-one ClC1=C(C(=C(C=2CN3[C@@H](COC21)CN(CC3)C(C=C)=O)F)F)C3=C(C=CC=C3O)Cl